ClC=1C=2N(C=CN1)C=NC2I 8-chloro-1-iodoimidazo[1,5-a]pyrazine